1-(2,3-dihydro-1H-inden-6-yl)ethanone tert-butyl-(3S,5S)-3-[(3-chloropropane-1-sulfonyl)amino]-5-fluoropiperidine-1-carboxylate C(C)(C)(C)OC(=O)N1C[C@H](C[C@@H](C1)F)NS(=O)(=O)CCCCl.C1CCC2=CC=C(C=C12)C(C)=O